(2R,5R)-2,5-Dimethyl-5-(8-(prop-1-yn-1-yl)dibenzo[b,d]thiophen-2-yl)-2-(trifluoromethyl)morpholin-3-imine C[C@@]1(C(N[C@@](CO1)(C1=CC2=C(SC3=C2C=C(C=C3)C#CC)C=C1)C)=N)C(F)(F)F